methyl 4-[2-amino-4-(1-cyano-1-methyl-ethyl)anilino]-2,6-dimethoxy-benzoate NC1=C(NC2=CC(=C(C(=O)OC)C(=C2)OC)OC)C=CC(=C1)C(C)(C)C#N